1,4,2-dioxazol-5-one O1N=COC1=O